CC1(CN(C1)CC(=O)NC=1C=C(C(=NC1)C)NC(=O)C=1C=C2C(=NC1)NC(=C2)C2=NN(C=C2)C)C N-(5-(2-(3,3-dimethylazetidin-1-yl)acetamido)-2-methylpyridin-3-yl)-2-(1-methyl-1H-pyrazol-3-yl)-1H-pyrrolo[2,3-b]pyridine-5-carboxamide